ClC(=CC#N)C1=CC(=CC(=C1)F)F 3-chloro-3-(3,5-difluorophenyl)-acrylonitrile